BrC=1C=CC2=C(C(C(O2)=CC=2OC(=CC2)C2=CC(=C(C=C2)Cl)Cl)=O)C1 5-Bromo-2-[[5-(3,4-dichlorophenyl)-2-furanyl]methylene]-3(2H)-benzofuranone